(1-fluorocyclopropyl)-N-methyl-1H-pyrazol-3-amine FC1(CC1)N1N=C(C=C1)NC